N-(1-Cyanocyclopropyl)-9-(5-(difluoromethyl)-1,3,4-thiadiazol-2-yl)-4-((3S,5S)-3,5-dimethylpiperazin-1-yl)-9H-pyrimido[4,5-b]indole-7-sulfonamide C(#N)C1(CC1)NS(=O)(=O)C1=CC=C2C3=C(N(C2=C1)C=1SC(=NN1)C(F)F)N=CN=C3N3C[C@@H](N[C@H](C3)C)C